dimethylimidazoleethanol CC1=C(N=C(N1)CCO)C